ClC=1C(=C(C(=C(OCC(=O)O)C1)F)C(C)C)CC1=C(C(=C(C=C1)O)C(C)C)F 2-(5-chloro-2-fluoro-4-(2-fluoro-4-hydroxy-3-isopropylbenzyl)-3-isopropylphenoxy)acetic acid